N[C@H](C(=O)NCCCC(=O)OC(C)(C)C)[C@@H](C(=O)NCCCC(=O)OC(C)(C)C)N di-tert-butyl 4,4'-(((2S,3S)-2,3-diaminosuccinyl) bis(azanediyl))-dibutanoate